tert-butyl 6-(4-(N-(8'-(azetidin-1-yl)-4'H-spiro[cyclopropane-1,5'-naphtho[2,1-d]isoxazol]-3'-yl)sulfamoyl)-3,5-dimethoxybenzoyl)-2,6-diazabicyclo[5.1.0]octane-2-carboxylate N1(CCC1)C1=CC=C2C3(CC=4C(=NOC4C2=C1)NS(=O)(=O)C1=C(C=C(C(=O)N2CCCN(C4CC24)C(=O)OC(C)(C)C)C=C1OC)OC)CC3